N-methyl-1-((cis)-4-p-toluenesulfonyloxy-cyclohexyl)methanesulfonamide CNS(=O)(=O)C[C@@H]1CC[C@@H](CC1)OS(=O)(=O)C1=CC=C(C)C=C1